(2S)-2-hydroxypropionic acid 2-[1-(3,3-dimethyl-1-cyclopenten-1-yl) ethoxy]-2-methylpropyl ester CC1(C=C(CC1)C(C)OC(COC([C@H](C)O)=O)(C)C)C